ClC1=CC(=C(C=C1)N(S(=O)(=O)C1=CC2=C(C(=C(O2)C(=O)OCC)C)C=C1)CC)CN(CC=1OC=CC1)C(C1=C(C=CC=C1)Cl)=O ethyl 6-(N-(4-chloro-2-((2-chloro-N-(furan-2-ylmethyl) benzoylamino) methyl) phenyl)-N-ethylsulfamoyl)-3-methylbenzofuran-2-carboxylate